CN(CCCC(=O)OC(CCCCCCCC(SCCCCCCCC)SCCCCCCCC)CCCCCCCC(SCCCCCCCC)SCCCCCCCC)C 1,1,17,17-Tetrakis(octylthio)heptadecan-9-yl 4-(dimethylamino)butanoate